5-[(4R,11aS)-8-[[(3S,4R)-4-Fluoropyrrolidin-3-yl]amino]-4-methyl-1,3,4,6,11,11a-hexahydropyrazino[1,2-b]isochinolin-2-yl]chinolin-8-carbonitril F[C@H]1[C@H](CNC1)NC=1C=CC=2C[C@@H]3N(CC2C1)[C@@H](CN(C3)C3=C1C=CC=NC1=C(C=C3)C#N)C